3-(4,5-dimethylthiazole-2-yl)-5-(3-carboxymethoxy-phenyl)-2-(4-sulfophenyl)-2H-tetrazolium CC=1N=C(SC1C)N1N([NH2+]C(=N1)C1=CC(=CC=C1)OCC(=O)O)C1=CC=C(C=C1)S(=O)(=O)O